1-(1-methoxycyclopentyl)methylamine COC1(CCCC1)CN